5-(aminomethyl)-1-((2R,4S,5R)-4-hydroxy-5-(hydroxymethyl)-5-methyltetrahydrofuran-2-yl)pyrimidine NCC=1C=NCN(C1)[C@@H]1O[C@]([C@H](C1)O)(C)CO